4-(hydroxymethyl)benzenesulfonic acid OCC1=CC=C(C=C1)S(=O)(=O)O